[4-(2-Benzyloxy-ethyl)hex-5-enyloxy]-tert-butyl-dimethylsilane C(C1=CC=CC=C1)OCCC(CCCO[Si](C)(C)C(C)(C)C)C=C